ClC1=CC(=C(C=C1)[C@@]1(OC2=C(O1)C=CC=C2C=2CCN(CC2)CC2=NC1=C(N2C[C@H]2OCC2)C=C(C=C1)C(=O)O)C)F 2-((4-((S)-2-(4-chloro-2-fluorophenyl)-2-methylbenzo[d][1,3]dioxol-4-yl)-3,6-dihydropyridin-1(2H)-yl)methyl)-1-(((S)-oxetan-2-yl)methyl)-1H-benzo[d]imidazole-6-carboxylic acid